CC1=CC=C(C=C1)S(=O)(=O)OC1C2C=CC(C1OS(=O)(=O)C1=CC=C(C)C=C1)C2 2,3-bis(toluene-4-sulfonyloxy)-5-norbornene